ethyl 3,5-difluoro-4-nitro-benzoate FC=1C=C(C(=O)OCC)C=C(C1[N+](=O)[O-])F